gallium(III) carbonate C([O-])([O-])=O.[Ga+3].C([O-])([O-])=O.C([O-])([O-])=O.[Ga+3]